N[C@@H]1C2=CC=CC=C2CC12CCN(CC2)C=2NC(C1=C(N2)NN=C1C1(CC1)C=1OC=CN1)=O (S)-6-(1-amino-1,3-dihydrospiro[indene-2,4'-piperidin]-1'-yl)-3-(1-(oxazol-2-yl)cyclopropyl)-1,5-dihydro-4H-pyrazolo[3,4-d]pyrimidin-4-one